ethyl (2-cyano-2-(2-(3-bromo-5-chloro-4-((5-dideuteromethylmethyl-4-deutero-6-oxo-1,6-dihydropyridazine-3-yl)oxy)phenyl)hydrazono)acetyl)carbamate C(#N)C(C(=O)NC(OCC)=O)=NNC1=CC(=C(C(=C1)Cl)OC1=NN(C(C(=C1[2H])C([2H])[2H])=O)C)Br